C(C1=CC=CC=C1)N1N=CC(=C1)C(=O)N1CC2(CN(C2)C(=O)[C@@H]2C(C2)(C)C)C(C1)C(=O)NN 6-(1-benzyl-1H-pyrazole-4-carbonyl)-2-((S)-2,2-dimethyl-cyclopropane-1-carbonyl)-2,6-diazaspiro[3.4]octane-8-carbohydrazide